methyl chloroformyl[4-(trifluoromethoxy)phenyl]carbamate ClC(=O)N(C(OC)=O)C1=CC=C(C=C1)OC(F)(F)F